NCNC(CC)=O N-(aminomethyl)propionamide